N1=CN=CC=2OCC=NC21 pyrimido[5,4-b][1,4]oxazin